CC1=NC=C(C(=C1)C=1NC2=CC(=C(C=C2C1C(C)C)C1CCNCC1)F)C 2-(2,5-dimethylpyridin-4-yl)-6-fluoro-3-isopropyl-5-(piperidin-4-yl)-1H-indole